N[C@]1([C@@H](CC[C@H](C1)CCB(O)O)CNC([C@@H](C(C)C)N)=O)C(=O)O (1R,2S,5R)-1-amino-2-(((R)-2-amino-3-methylbutanamido)methyl)-5-(2-boronoethyl)cyclohexane-1-carboxylic acid